N-([1,1'-biphenyl]-4-yl)-N-(4-(dibenzothiophen-2-yl)phenyl)dibenzothiophen-2-amine C1(=CC=C(C=C1)N(C1=CC2=C(SC3=C2C=CC=C3)C=C1)C1=CC=C(C=C1)C1=CC3=C(SC2=C3C=CC=C2)C=C1)C1=CC=CC=C1